C(C)(=O)N1C[C@@]2(CCN(C2)C2=CC=C(C=N2)C=2C=3N(C=C(C2)OCC)N=CC3C#N)CCC1 (R)-4-(6-(7-acetyl-2,7-diazaspiro[4.5]dec-2-yl)pyridin-3-yl)-6-ethoxypyrazolo[1,5-a]pyridine-3-carbonitrile